4-(4-propyl-cyclohexyl)-1-(2-fluoroethoxy)benzene C(CC)C1CCC(CC1)C1=CC=C(C=C1)OCCF